NC=1C2=C(N=CN1)N(C(=C2C=2C=NC(=NC2)C(F)(F)F)C#N)C(CC)C=2N=NN(C2)C2=CC(=C(C=C2)F)F 4-amino-7-{1-[1-(3,4-difluorophenyl)-1H-1,2,3-triazol-4-yl]Propyl}-5-[2-(trifluoromethyl)pyrimidin-5-yl]-7H-pyrrolo[2,3-d]Pyrimidine-6-carbonitrile